4-[tris(fluoranyl)methoxy]piperidine FC(OC1CCNCC1)(F)F